rac-N-((2,2-dimethyl-1,3-dioxolan-4-yl)methyl)hydroxylamine CC1(OC[C@H](O1)CNO)C |r|